dimethylsilyl-(4-([1,1'-biphenyl]-2-yl)-2-hexyl-1H-inden-1-yl)(4-(3,5-di-tert-butyl-4-methoxyphenyl)-2-methyl-1H-inden-1-yl)zirconium C[SiH](C)[Zr](C1C(=CC2=C(C=CC=C12)C1=CC(=C(C(=C1)C(C)(C)C)OC)C(C)(C)C)C)C1C(=CC2=C(C=CC=C12)C1=C(C=CC=C1)C1=CC=CC=C1)CCCCCC